dioleoyl sebacate C(CCCCCCCCC(=O)OC(CCCCCCC\C=C/CCCCCCCC)=O)(=O)OC(CCCCCCC\C=C/CCCCCCCC)=O